[C@H]12CC(C[C@H](CC1)N2)CN2CCOCC2 4-(((1R,3s,5S)-8-Azabicyclo[3.2.1]octan-3-yl)methyl)morpholine